1-(benzenesulfonyl)piperidin-4-one C1(=CC=CC=C1)S(=O)(=O)N1CCC(CC1)=O